5-(Difluoromethyl)-3-((1-((4,6-dimethyl-2-oxo-1,2-dihydropyridin-3-yl)methyl)-6-oxo-4-(trifluoromethyl)-1,6-dihydropyrimidin-5-yl)oxy)-2-methylbenzonitrile FC(C=1C=C(C(=C(C#N)C1)C)OC1=C(N=CN(C1=O)CC=1C(NC(=CC1C)C)=O)C(F)(F)F)F